ClC=1C=C(CNC(=O)C2C[C@H]3CC[C@@H](C2)N3C(=O)C3=NNC(=C3)C3=CC(=NC=C3F)OC)C=CC1 (1r,3s,5s)-N-(3-chlorobenzyl)-8-(5-(5-fluoro-2-methoxypyridin-4-yl)-1H-pyrazole-3-carbonyl)-8-azabicyclo[3.2.1]octane-3-carboxamide